(Cis)-6-(5-chloro-2-{[(3S,4S)-3-hydroxyoxan-4-yl]amino}pyrimidin-4-yl)-2-[2-oxo-2-(1,2,3,4-tetrahydroisoquinolin-2-yl)ethyl]-2,3-dihydro-1H-isoindol-1-one ClC=1C(=NC(=NC1)N[C@@H]1[C@@H](COCC1)O)C1=CC=C2CN(C(C2=C1)=O)CC(N1CC2=CC=CC=C2CC1)=O